BrC1=CC=C(C=C1)C1(CCN(CC1)C(=O)OC(C)(C)C)O tert-butyl 4-(4-bromophenyl)-4-hydroxypiperidine-1-carboxylate